2-((cyclopropanecarbonyl)imino)-4-((2-methoxy-3-(2-methyl-2H-tetrazol-5-yl)phenyl)amino)-5-((methyl-d3)carbamoyl)pyridin C1(CC1)C(=O)N=C1NC=C(C(=C1)NC1=C(C(=CC=C1)C=1N=NN(N1)C)OC)C(NC([2H])([2H])[2H])=O